BrC1=CC=C(OCCC(=O)O)C=C1 3-(4-bromophenoxy)propanoic acid